4-bromo-N1-(cyclopropylmethyl)-3-(difluoromethyl)benzene-1,2-diamine BrC=1C(=C(C(=CC1)NCC1CC1)N)C(F)F